ClC1=C(C=CC=C1C=1N=C(C(=NC1)CNC[C@@H]1CCC(N1)=O)OC)C1=C(C(=CC=C1)C1=NC(=C(N=C1)CN1C(=CC=C1C)C)OC)Cl (S)-5-((((5-(2,2'-dichloro-3'-(5-((2,5-dimethyl-1H-pyrrol-1-yl)methyl)-6-methoxypyrazin-2-yl)-[1,1'-biphenyl]-3-yl)-3-methoxypyrazin-2-yl)methyl)amino)methyl)pyrrolidin-2-one